NC1=C(C=C(OCCCO)C=C1C)C 3-(4-amino-3,5-dimethylphenoxy)propan-1-ol